C(CC)(=O)N[C@@H](CC(=O)O)C(=O)O propionyl-L-aspartic acid